N-((1r,4r)-4-(3-aminopropanamido)cyclohexyl)-4,7-dimethyl-1H-indole NCCC(=O)NC1CCC(CC1)N1C=CC2=C(C=CC(=C12)C)C